6-(3-amino-6-(4-(4-(cyclopropylmethyl)piperazin-1-yl)phenyl)-5-fluoropyrazin-2-yl)-4-methylisoquinolin-1(2H)-one NC=1C(=NC(=C(N1)F)C1=CC=C(C=C1)N1CCN(CC1)CC1CC1)C=1C=C2C(=CNC(C2=CC1)=O)C